BrC1=CC=C2C3(CC=4C=NOC4C2=C1)C(C3)C 8'-bromo-2-methyl-4'H-spiro[cyclopropane-1,5'-naphtho[2,1-d]isoxazol]